{(R)-1-[2-fluoro-3-(trifluoromethyl)phenyl]ethyl}-5-bromo-1-[5-(1-methyl-1H-1,2,3-triazol-5-yl)-3-pyridyl]-6-oxo-1,6-dihydropyridazine-3-carboxamide FC1=C(C=CC=C1C(F)(F)F)[C@@H](C)C=1C(=NN(C(C1Br)=O)C=1C=NC=C(C1)C1=CN=NN1C)C(=O)N